(S)-4-(1-methyl-1H-pyrazol-4-yl)-2-(2-methylazetidin-1-yl)-6,7-dihydro-5H-cyclopenta[d]pyrimidine CN1N=CC(=C1)C=1C2=C(N=C(N1)N1[C@H](CC1)C)CCC2